FC1=C(C=C2C=CC=NC2=C1)C(C)N 1-(7-fluoro-6-quinolyl)ethylamine